6-bromo-N-(5-hydroxy-3,4,6-trimethylpyridin-2-yl)-1H-indole-2-carboxamide BrC1=CC=C2C=C(NC2=C1)C(=O)NC1=NC(=C(C(=C1C)C)O)C